C(C)(=O)NNC(=O)C1CCC(CC1)NC(OC(C)(C)C)=O tert-butyl ((1r,4r)-4-(2-acetylhydrazine-1-carbonyl)cyclohexyl)carbamate